THIANTHRENE-2-BORONIC ACID C1=C(C=CC=2SC3=CC=CC=C3SC12)B(O)O